(S)-4-(cyclopropylmethyl)-1-(2,4-dimethylthiazol-5-yl)-N-(1-methylcyclopropyl)-5-oxo-1,2,4,5-tetrahydroimidazo[1,2-a]quinazoline-7-sulfonamide C1(CC1)CN1C=2N(C3=CC=C(C=C3C1=O)S(=O)(=O)NC1(CC1)C)[C@@H](CN2)C2=C(N=C(S2)C)C